4-phenylthieno[3,2-c]thiophene C1(=CC=CC=C1)C=1SC=C2C1C=CS2